hydroxymethyltriethoxysilan OC[Si](OCC)(OCC)OCC